N1=CC=C(C=C1)N1CCN(CC1)CC=1C=C2C=CNC2=CC1 5-[[4-(4-pyridyl)piperazin-1-yl]methyl]-1H-indole